FC(S(=O)(=O)OC1=C(C(=CC=C1)OC1CCC(CC1)OC[C@@H](C)N1CCN(CC1)C1=CC=C2C(=NN(C2=C1)C)C=1C(=NC(=CC1)OCC1=CC=CC=C1)OCC1=CC=CC=C1)C)(F)F 3-(((1R,4r)-4-((R)-2-(4-(3-(2,6-bis(benzyloxy)pyridin-3-yl)-1-methyl-1H-indazol-6-yl)piperazin-1-yl)propoxy)cyclohexyl)oxy)-2-methylphenyl trifluoromethanesulfonate